benzyl 4-methoxy-6-(4-methoxyphenyl)-1-(2-morpholinoethyl)-2-oxo-1,2-dihydro-1,8-naphthyridine-3-carboxylate COC1=C(C(N(C2=NC=C(C=C12)C1=CC=C(C=C1)OC)CCN1CCOCC1)=O)C(=O)OCC1=CC=CC=C1